2-(4-(4-chlorobutyryl) phenyl)-2-ethyl methylpropionate CC(C(=O)OC(C)C1=CC=C(C=C1)C(CCCCl)=O)C